COC1=CC=C(C2=C1NC(=N2)NC(=O)N2CCC(CC2)CC(=O)O)C=2C=NN(C2)C 2-(1-{[7-methoxy-4-(1-methyl-1H-pyrazol-4-yl)-1H-1,3-benzodiazol-2-yl]carbamoyl}piperidin-4-yl)acetic acid